[3-[5-(2-Chlorophenoxy)pyrazin-2-yl]azetidin-1-yl]-[(3R)-3-(tetrazol-1-yl)pyrrolidin-1-yl]methanone ClC1=C(OC=2N=CC(=NC2)C2CN(C2)C(=O)N2C[C@@H](CC2)N2N=NN=C2)C=CC=C1